4-(2-(((R)-((R)-7-(1-methyl-1H-pyrazol-4-yl)-2,3-dihydro-1H-pyrido[2,3-b][1,4]oxazin-3-yl)(m-tolyl)methyl)amino)ethyl)benzonitrile CN1N=CC(=C1)C1=CC2=C(O[C@H](CN2)[C@@H](C=2C=C(C=CC2)C)NCCC2=CC=C(C#N)C=C2)N=C1